C(C)(C)(C)OC(NC1CN2C3=C(C(=C(C=C3C1)F)F)C(=C2)F)=O tert-butyl(1,8,9-trifluoro-5,6-dihydro-4H-pyrrolo[3,2,1-ij]quinolin-5-yl)carbamate